FC=1C=C(C=CC1F)C1=CC(=NN1C1=C(C=CC=C1)F)C(=O)OCC ethyl 5-(3,4-difluorophenyl)-1-(2-fluorophenyl)-1H-pyrazole-3-carboxylate